OC=1C(=NC=CC1)C(=O)NC=1SC2=C(N1)C=CC(=C2)[N+](=O)[O-] 3-hydroxy-N-(6-nitrobenzo[d]thiazol-2-yl)pyridinecarboxamide